(iminothiolane) hydrochloride Cl.N=C1SCCC1